(((3S,4R)-1-(3-hydroxypropyl)pyrrolidine-3,4-diyl)bis(oxy))bis(pentane-5,1-diyl)bis(2-hexyldecanoate) OCCCN1C[C@@H]([C@@H](C1)OCCCCCC(C(=O)[O-])(CCCCCCCC)CCCCCC)OCCCCCC(C(=O)[O-])(CCCCCCCC)CCCCCC